NN1C(C=C(C(=C1)C)NC(=O)OC(C)(C)C)C#C[Si](C)(C)C 1-amino-4-[tert-butoxycarbonylamino]-5-methyl-2-[2-(trimethylsilyl)ethynyl]pyridine